Rac-(2R,3s,4s,5R)-4-[[3-(3,4-difluoro-2-methoxy-phenyl)-4-ethyl-5-methyl-5-(trifluoromethyl)tetrahydrofuran-2-carbonyl]amino]pyridine-2-carboxamide FC=1C(=C(C=CC1F)[C@H]1[C@@H](O[C@]([C@H]1CC)(C(F)(F)F)C)C(=O)NC1=CC(=NC=C1)C(=O)N)OC |r|